4-(4-methyl-3-(4-(3-pyridyl)pyrimidine-2-ylamino)phenyl)semicarbazide CC1=C(C=C(C=C1)NC(NN)=O)NC1=NC=CC(=N1)C=1C=NC=CC1